2,3-difluoro-1-(4-pentylcyclohexyl)-4-(2,2,2-trifluoroethoxy)benzene FC1=C(C=CC(=C1F)OCC(F)(F)F)C1CCC(CC1)CCCCC